N1C=C(C=2C1=NC=CC2)B(O)O 1H-pyrrolo[2,3-b]Pyridin-3-yl-boronic acid